2-(3-(3-((4-(difluoromethyl)-4H-1,2,4-triazol-3-yl)fluoromethyl)oxetan-3-yl)phenyl)-6-(((S)-2-isopropyl-4-methylpiperazin-1-yl)methyl)-4-(trifluoromethyl)isoindolin-1-one FC(N1C(=NN=C1)C(C1(COC1)C=1C=C(C=CC1)N1C(C2=CC(=CC(=C2C1)C(F)(F)F)CN1[C@H](CN(CC1)C)C(C)C)=O)F)F